C(C(C([2H])([2H])[2H])(CCC[C@@H](C)[C@H]1CC[C@H]2[C@@H]3CCC4=CC(CC[C@]4(C)[C@H]3CC[C@]12C)=O)[2H])([2H])([2H])[2H] cholest-4-en-3-one-d7